2,2-dimethyl-3-((3-methylpyridin-2-yl)oxy)propanoic acid CC(C(=O)O)(COC1=NC=CC=C1C)C